rel-(R)-N-[2-amino-5-(4-fluorophenyl)phenyl]-4-(2-pyridylsulfonimidoyl)benzamide NC1=C(C=C(C=C1)C1=CC=C(C=C1)F)NC(C1=CC=C(C=C1)[S@](=O)(=N)C1=NC=CC=C1)=O |o1:22|